C(C)(C)(C)OC(=O)N1C(=CC2=CC=C(C=C12)CN1N=NC(=C1)C1=C2C=NN(C2=CC(=C1)[N+](=O)[O-])C1OCCCC1)C=O 2-formyl-6-((4-(6-nitro-1-(tetrahydro-2H-pyran-2-yl)-1H-indazol-4-yl)-1H-1,2,3-Triazol-1-yl)methyl)-1H-indole-1-carboxylic acid tert-butyl ester